C(C1=CC=CC=C1)N1N=C(N=C1C)C(=O)NC1=CC=C(C=C1)OC(F)(F)F 1-benzyl-5-methyl-N-(4-(trifluoromethoxy)-phenyl)-1H-1,2,4-triazole-3-carboxamide